(2-morpholino-6-nitrothiazolo[4,5-b]pyridin-5-yl)azetidin-3-ol O1CCN(CC1)C=1SC=2C(=NC(=C(C2)[N+](=O)[O-])N2CC(C2)O)N1